FC=1C=C(C=CC1OC1=CC=NC2=CC(=C(N=C12)OC)OCCOC)NC(=O)C=1C(N(C(=CC1)C)C1=NC=C(C=C1)F)=O N-[3-fluoro-4-[[6-methoxy-7-(2-methoxyethoxy)-1,5-naphthyridin-4-yl]oxy]phenyl]-1-(5-fluoropyridin-2-yl)-6-methyl-2-oxopyridine-3-carboxamide